N1(CCCC1)CCOC1=C(C=CC=C1)O [2-(pyrrolidin-1-yl)ethoxy]Phenol